N-[(2R)-1-[3a-benzyl-2-(cyclopropylmethyl)-3-oxo-4H,6H,7H-pyrazolo[4,3-c]pyridin-5-yl]-3-(benzyloxy)-1-oxopropan-2-yl]-2-amino-2-methylpropanamide C(C1=CC=CC=C1)C12CN(CCC1=NN(C2=O)CC2CC2)C([C@@H](COCC2=CC=CC=C2)NC(C(C)(C)N)=O)=O